N-(3,5-difluorobenzyl)hydroxylamine FC=1C=C(CNO)C=C(C1)F